N,N-bis(4-biphenylyl)-9,9'-spirobi[9H-fluorene]-2-amine C1(=CC=C(C=C1)N(C1=CC=2C3(C4=CC=CC=C4C2C=C1)C1=CC=CC=C1C=1C=CC=CC13)C1=CC=C(C=C1)C1=CC=CC=C1)C1=CC=CC=C1